4-formyl-1,2-phenylenedi(eicosanoate) C(=O)C1=CC(=C(C=C1)CCCCCCCCCCCCCCCCCCCC(=O)[O-])CCCCCCCCCCCCCCCCCCCC(=O)[O-]